CC1=CC(=NN1C1=CC=C(C=C1)OC(F)(F)F)N1CC2N(C(C1)C2)C(=O)OC(C)(C)C tert-butyl 3-[5-methyl-1-[4-(trifluoromethoxy) phenyl] pyrazol-3-yl]-3,6-diazabicyclo[3.1.1]heptane-6-carboxylate